C(CCCCCC(CC)O)O 1,7-nonanediol